(R)-2-methylaziridine C[C@H]1NC1